CN1N=C(C=C1C)C1CCN(CC1)C(=O)C1=C(OC=2N=CN=C(C21)NC2(CC2)C)C 5-[4-(1,5-dimethyl-1H-pyrazol-3-yl)piperidine-1-carbonyl]-6-methyl-N-(1-methylcyclopropyl)furo[2,3-d]pyrimidin-4-amine